N1=CC=C(C=C1)C(=O)OCC([C@H](C[C@H]1C(NCCC1)=O)NC([C@@H](NC(=O)C=1NC2=CC=CC(=C2C1)OC)CC(C)C)=O)=O (3S)-3-{[N-(4-methoxy-1H-indole-2-carbonyl)-L-leucyl]amino}-2-oxo-4-[(3S)-2-oxopiperidin-3-yl]butyl pyridine-4-carboxylate